N=1C=CN2C1C=C(C=C2)C2=C(C=CC(=N2)C#N)C2=CN=C(O2)CCC(F)(F)F 6-(imidazo[1,2-a]pyridin-7-yl)-5-(2-(3,3,3-trifluoropropyl)oxazol-5-yl)picolinonitrile